C12C(C3CC(CC(C1)C3)C2)[C@@H](C(=O)NC2=CC=C(C=C2)C=2C(=NNC2C)C)NC(=O)C=2N(N=CC2)C(C)C N-[(1S)-1-(2-adamantyl)-2-[4-(3,5-dimethyl-1H-pyrazol-4-yl)anilino]-2-oxo-ethyl]-2-isopropyl-pyrazole-3-carboxamide